2-[2-[bis[(4-methoxyphenyl)methyl]amino]-4-methoxy-pyrimidin-5-yl]oxyacetonitrile COC1=CC=C(C=C1)CN(C1=NC=C(C(=N1)OC)OCC#N)CC1=CC=C(C=C1)OC